tert-butyl 4-[2-[2-(4-amino-1-piperidyl)ethoxy]ethyl]piperidine-1-carboxylate NC1CCN(CC1)CCOCCC1CCN(CC1)C(=O)OC(C)(C)C